Dimethyl 5-bromo-2-iodoisophthalate BrC=1C=C(C(=C(C(=O)OC)C1)I)C(=O)OC